3-(1-oxo-5-((R)-piperidin-2-yl)isoindolin-2-yl)piperidine-2,6-dione O=C1N(CC2=CC(=CC=C12)[C@@H]1NCCCC1)C1C(NC(CC1)=O)=O